3-(difluoromethyl)azetidin-3-ol HCl Cl.FC(C1(CNC1)O)F